tert-Butyl 4-(3-hydroxy-2-(pyridin-2-yl)-4,5,6,7-tetrahydro-2H-indazol-5-yl)piperazin-1-carboxylate OC=1N(N=C2CCC(CC12)N1CCN(CC1)C(=O)OC(C)(C)C)C1=NC=CC=C1